C1(=CC=CC=C1)C(C1=CC=CC=C1)=NC=1N=C(N2C1C(N(CC2)C(=O)C2=CC=C(C=1C=COC12)F)C)C1=NC(=NS1)C 1-(((diphenylmethylene)amino)-8-methyl-3-(3-methyl-1,2,4-thiadiazol-5-yl)-5,6-dihydroimidazo[1,5-a]pyrazine-7(8H)-yl)(4-fluorobenzofuran-7-yl)methanone